5-(methanesulfonamido)quinoxaline CS(=O)(=O)NC1=C2N=CC=NC2=CC=C1